BrC1=C(C(=CC(=C1)Br)Br)S(=O)(=O)O 2,4,6-tribromobenzenesulfonic acid